(1R,2S,5S)-N-((S)-1-Amino-1-oxo-3-((S)-2-oxopyrrolidin-3-yl)propan-2-yl)-3-((S)-2-amino-3,3-dimethylbutanoyl)-6,6-dimethyl-3-azabicyclo[3.1.0]hexane-2-carboxamide NC([C@H](C[C@H]1C(NCC1)=O)NC(=O)[C@@H]1[C@H]2C([C@H]2CN1C([C@H](C(C)(C)C)N)=O)(C)C)=O